5-(1-Methyl-1H-pyrazol-5-yl)-3-[1-[3-(trifluoromethyl)phenyl]cyclopropyl]-1,2,4-oxadiazole CN1N=CC=C1C1=NC(=NO1)C1(CC1)C1=CC(=CC=C1)C(F)(F)F